FC(C=1C(=C(C=CC1)[C@@H](C)NC=1C2=C(N=CN1)C(=NC(=C2)C2(CCSCC2)F)OC)F)F N-[(1R)-1-[3-(difluoromethyl)-2-fluoro-phenyl]ethyl]-6-(4-fluorotetrahydrothiopyran-4-yl)-8-methoxy-pyrido[3,4-d]pyrimidin-4-amine